2-(2-Morpholinoethyl)-1H,4'H-spiro[isoquinoline-4,1'-naphthalene]-1,3,4'(2H)-trione O1CCN(CC1)CCN1C(C2=CC=CC=C2C2(C=CC(C3=CC=CC=C23)=O)C1=O)=O